ClC=1C(=C(NC=2C3=C(N=CN2)C=CC(=N3)N3CC2(C3)N(CCC2)C(C=C)=O)C=CC1)F 1-[2-[4-(3-chloro-2-fluoro-anilino)pyrido[3,2-d]pyrimidin-6-yl]-2,5-diazaspiro[3.4]octan-5-yl]prop-2-en-1-one